N-(3-(6-chloro-1-methyl-1H-benzo[d]imidazol-5-yl)phenyl)-3-cyano-4-((E)-4-(((1r,4r)-4-(diethylamino)cyclohexyl)amino)but-2-enamido)benzamide ClC=1C(=CC2=C(N(C=N2)C)C1)C=1C=C(C=CC1)NC(C1=CC(=C(C=C1)NC(\C=C\CNC1CCC(CC1)N(CC)CC)=O)C#N)=O